C(C)(C)(C)OC(CC=1C(=NC(=NC1)Cl)NC1CCOCC1)=O 2-(2-chloro-4-((tetrahydro-2H-pyran-4-yl)amino)pyrimidin-5-yl)acetic acid tert-butyl ester